4-[[3-[3-(4-Methylsulfonylpiperazine-1-carbonyl)phenyl]-1H-pyrazol-4-yl]oxy]benzonitrile CS(=O)(=O)N1CCN(CC1)C(=O)C=1C=C(C=CC1)C1=NNC=C1OC1=CC=C(C#N)C=C1